3-(p-tolyl)piperidine-2,6-dione C1(=CC=C(C=C1)C1C(NC(CC1)=O)=O)C